BrC(C(C(=O)[O-])(Br)Br)(Br)Br pentabromopropionic acid anion